C(C)(C)(C)P(C)CO tert-butyl-(hydroxymethyl)methylphosphine